(R)-3-(1-((6-(4-isopropylpiperazine-1-carbonyl)-4-methyl-7-(methylamino)phthalazin-1-yl)amino)ethyl)-2-methylbenzonitrile C(C)(C)N1CCN(CC1)C(=O)C=1C=C2C(=NN=C(C2=CC1NC)N[C@H](C)C=1C(=C(C#N)C=CC1)C)C